NC1=NC=C(C2=C1C=NN2COCC[Si](C)(C)C)NC(C(=O)N2[C@@H](CC[C@H](C2)C)C2CCCC2)=O |r| N-(4-amino-1-((2-(trimethylsilyl)ethoxy)methyl)-1H-pyrazolo[4,3-c]pyridin-7-yl)-2-(rac-(2S,5R)-2-cyclopentyl-5-methylpiperidin-1-yl)-2-oxoacetamide